CN(CCC1=NC=CC=C1)CC1=CC=C(C=C1)C N-methyl-N-(4-methylbenzyl)-2-(pyridin-2-yl)ethane-1-amine